trans-Methyl 4-[(2,6-dichloro-4-pyridyl)-difluoro-methyl]cyclohexanecarboxylate ClC1=NC(=CC(=C1)C([C@@H]1CC[C@H](CC1)C(=O)OC)(F)F)Cl